C(C)C1=NN(C(N1C)=O)C1=CC(=C(C(=O)O)C=C1F)O[C@@H](C)CCC 4-(3-Ethyl-4-methyl-5-oxo-4,5-dihydro-1H-1,2,4-triazol-1-yl)-5-fluoro-2-[(2S)-pent-2-yloxy]benzoic acid